3-(1,3-dithiolan-2-yl)-5-fluoro-4-methoxybenzoic acid S1C(SCC1)C=1C=C(C(=O)O)C=C(C1OC)F